(3-(1-amino-1,3-dihydrospiro[indene-2,4'-piperidine]-1'-yl)-6-(2-(2-aminopyrimidin-5-yl)vinyl)pyrazin-2-yl)methanol NC1C2=CC=CC=C2CC12CCN(CC2)C=2C(=NC(=CN2)C=CC=2C=NC(=NC2)N)CO